CN1CN=NCN(CC1)C 4,7-dimethyl-3,4,5,6,7,8-hexahydro-1,2,4,7-tetraazocine